5-bromo-N,4-dimethyl-2-nitroaniline BrC=1C(=CC(=C(NC)C1)[N+](=O)[O-])C